5-(4-((4-((1r,4r)-4-(4-amino-3-(4-phenoxyphenyl)-1H-pyrazolo[3,4-d]pyrimidin-1-yl)cyclohexyl)piperazin-1-yl)methyl)piperidin-1-yl)-2-(2,6-dioxopiperidin-3-yl)isoindoline-1,3-dione NC1=C2C(=NC=N1)N(N=C2C2=CC=C(C=C2)OC2=CC=CC=C2)C2CCC(CC2)N2CCN(CC2)CC2CCN(CC2)C=2C=C1C(N(C(C1=CC2)=O)C2C(NC(CC2)=O)=O)=O